Cl.CC(N)C dimethylmethanamine HCl salt